C(C)(C)(C)C1=CC=C(C=C1)NC1CCC(CC1)N N1-(4-(tert-butyl)phenyl)cyclohexane-1,4-diamine